N(=C=O)CC=1C=C(CNC(=O)Cl)C=CC1 (3-(isocyanatomethyl)benzyl)carbamoyl chloride